N-ethyl-5-(5-ethyl-2,4-dihydroxyphenyl)-4H-1,2,4-triazole-3-carboxamide C(C)NC(=O)C1=NN=C(N1)C1=C(C=C(C(=C1)CC)O)O